(2S,4S)-4-azidopyrrolidine-2-carbonitrile 4-methylbenzenesulfonate CC1=CC=C(C=C1)S(=O)(=O)O.N(=[N+]=[N-])[C@H]1C[C@H](NC1)C#N